Cl.C1(CC1)C1=CC=C(C=C1)NC(=O)[C@@H]1NCCCCC1 (2R)-N-(4-cyclopropylphenyl)azepane-2-carboxamide hydrochloride